NC1CCC(CC1)NC1=NC2=C(C=C(C=C2C=N1)C1=CC(=NN1C)NS(=O)(=O)C1=C(C=CC=C1)Cl)OC N-(5-(2-(((1r,4r)-4-aminocyclohexyl)amino)-8-methoxyquinazolin-6-yl)-1-methyl-1H-pyrazol-3-yl)-2-chlorobenzenesulfonamide